aminoethyl-ammonium chloride [Cl-].NCC[NH3+]